(pyrimidin-5-ylmethoxy)isoindolin N1=CN=CC(=C1)COC1NCC2=CC=CC=C12